C(#N)C=1C=CC(=C(C1)C1=CC(=NC=C1C(=O)NC=1SC2=NC(=CC=C2N1)C1=CC=C(C=C1)N1C(OCC1)=O)C)OC 4-(5-cyano-2-methoxyphenyl)-6-methyl-N-(5-(4-(2-oxooxazolidin-3-yl)phenyl)thiazolo[5,4-b]pyridin-2-yl)nicotinamide